[Si](C)(C)(C(C)(C)C)OCC1CNCC1 3-(((tert-butyldimethylsilyl)oxy)methyl)pyrrolidine